ClC=1C(=C2C=NNC2=C(C1F)SC)C=1N=CC=2N(C1)C=C(N2)NC(OC2COCC2C)=O 4-methyltetrahydrofuran-3-yl (6-(5-chloro-6-fluoro-7-(methylthio)-1H-indazol-4-yl)imidazo[1,2-a]pyrazin-2-yl)carbamate